4,5-dichloro-2-[2-hydroxy-1-[4-(hydroxymethyl)piperidin-1-yl]ethyl]phenol ClC1=CC(=C(C=C1Cl)O)C(CO)N1CCC(CC1)CO